CC1=NC=C(C(=N1)NC1=CC=C(C=C1)OC1=CC=CC=C1)C#N 2-methyl-4-(4-phenoxyanilino)pyrimidine-5-carbonitrile